tert-butyl (2R)-6-(benzyloxy)-5-[(2-tert-butoxy-2-oxoethyl)(trifluoroacetyl)amino]-4-fluoro-2-{[(2-methoxyethyl)amino]methyl}-2,3-dihydro-1H-indole-1-carboxylate C(C1=CC=CC=C1)OC1=C(C(=C2C[C@@H](N(C2=C1)C(=O)OC(C)(C)C)CNCCOC)F)N(C(C(F)(F)F)=O)CC(=O)OC(C)(C)C